6-bromo-N-(5-(morpholinomethyl)-2-(piperidin-1-yl)phenyl)picolinamide BrC1=CC=CC(=N1)C(=O)NC1=C(C=CC(=C1)CN1CCOCC1)N1CCCCC1